CC1(OB(OC1(C)C)C1=CC(=NC=C1)N1CCOCC1)C 4-[4-(4,4,5,5-tetramethyl-1,3,2-dioxaborolan-2-yl)pyridin-2-yl]morpholine